FC1=C(C=CC=C1F)[C@@H]1N(OCC1)C1=CC(=NC=N1)NC=1C=C(C=CC1)[C@@H]1N(OCC1)C(=O)OC(C)(C)C tert-butyl (R)-3-(3-((6-((R)-3-(2,3-difluorophenyl)isoxazolidin-2-yl)pyrimidin-4-yl)amino)phenyl)isooxazolidine-2-carboxylate